C(CC)N1[N+](=C(C=C1C)C)C 2-propyl-1,3,5-trimethylpyrazolium